2-(4-iodobenzyl)malonate IC1=CC=C(CC(C(=O)[O-])C(=O)[O-])C=C1